FC(CN1C(=NC=2C1=NC(=CC2)C2=CNC=1N=C(N=CC12)NC1CC(C1)(C)NC(C)=O)C)F N-((1r,3r)-3-((5-(3-(2,2-difluoroethyl)-2-methyl-3H-imidazo[4,5-b]pyridin-5-yl)-7H-pyrrolo[2,3-d]pyrimidin-2-yl)amino)-1-methylcyclobutyl)acetamide